C(C1=CC=CC=C1)NC=1C(=CC(=C(C1)F)Br)NC N'-benzyl-5-bromo-4-fluoro-N1-methylbenzene-1,2-diamine